ClC=1C=CC(=C(C1)C1=CC(N(C=C1OC)[C@H](C(=O)NC=1C=C2N=CC=NC2=CC1)CC(F)F)=O)N1N=NC(=C1)Cl (2S)-2-{4-[5-chloro-2-(4-chloro-1H-1,2,3-triazol-1-yl)phenyl]-5-methoxy-2-oxopyridin-1(2H)-yl}-4,4-difluoro-N-(quinoxalin-6-yl)butanamide